C(C(C)(C)C)(=O)O[C@H](C(=O)OCC)C (-)-(S)-1-ethoxy-1-oxopropan-2-yl pivalate